C1CNC(=O)/C(=N/O)/CC2=CC(=C(C(=C2)Br)OC3=C(C(=CC(=C3)C/C(=N\\O)/C(=O)N/C=C/C4=CC(=C(C=C4)Br)OC5=C(C(=C1C=C5)Br)O)Br)O)Br The molecule is a macrocyclic lactam isolated from the marine sponge Ianthella and has been shown to exhibit calcium channel modulatory activity. It has a role as a metabolite and a calcium channel modulator. It is a cyclic ether, a ketoxime, a lactam, a macrocycle, an organobromine compound and a polyphenol.